C(C)N(CCC[Si](OC)(OC)OC)CC [3-(diethylamino)propyl]trimethoxysilane